COC=1C=NC=CC1NCC#CC=1N(C=2C=CC=C(C2C1)NC1CCN(CC1)C)CC(F)(F)F 2-{3-[(3-methoxypyridin-4-yl)amino]prop-1-yn-1-yl}-N-(1-methylpiperidin-4-yl)-1-(2,2,2-trifluoroethyl)-1H-indol-4-amine